O=C1C(CCN(CC1)C(=O)OC(C)(C)C)C(=O)OCC tert-Butyl 4-ethyl 5-oxoazepane-1,4-dicarboxylate